(2R,6R)-N-{2-benzyl-2-azaspiro[3.3]heptan-6-yl}-2,6-dimethyl-4-{[1,3]oxazolo[4,5-b]pyridin-2-yl}piperazine-1-carboxamide C(C1=CC=CC=C1)N1CC2(C1)CC(C2)NC(=O)N2[C@@H](CN(C[C@H]2C)C=2OC=1C(=NC=CC1)N2)C